5-([1,1'-Biphenyl]-3-yl)-4-(piperidin-4-yl)-1H-pyrazol-1-ol hydrochloride Cl.C1(=CC(=CC=C1)C1=C(C=NN1O)C1CCNCC1)C1=CC=CC=C1